C(C=C)OC(C1=CC(=CC(=C1)OCC1C(C1)(Cl)Cl)Br)=O 3-bromo-5-[(2,2-dichloro-cyclopropyl)methoxy]benzoic acid allyl ester